8-bromo-N-[(5-methyl-1H-benzimidazol-2-yl)methyl]-2-piperazin-1-yl-pyrazolo[1,5-a][1,3,5]triazin-4-amine BrC=1C=NN2C1N=C(N=C2NCC2=NC1=C(N2)C=CC(=C1)C)N1CCNCC1